COC=1C=C(C=C(C1)C(C)NC)NC1=NC=C(C(=N1)NC=1C=CC2=C(NC(O2)=O)C1)C 5-(2-(3-methoxy-5-(1-(methylamino)ethyl)phenylamino)-5-methylpyrimidin-4-ylamino)benzo[d]oxazol-2(3H)-one